[Te].[Sb].[Ge] germanium-antimony tellurium